ClC=1C=C2C=NC(=NC2=CC1)NC1=CC=NN1C1CC1 6-chloro-2-[(1-cyclopropyl-1H-pyrazol-5-yl)amino]quinazolin